O=C1N(CCC(N1)=O)C=1C=C2CCN(CC2=CC1)C(=O)C1CCC(CC1)C(=O)OC methyl (1r,4r)-4-(6-(2,4-dioxotetrahydropyrimidin-1(2H)-yl)-1,2,3,4-tetrahydroisoquinoline-2-carbonyl)cyclohexane-1-carboxylate